C(#N)C1=C(OC=2C(=NC=CC2)OCC(=O)OCCOC)C=C(C(=C1)F)N1C(N(C(=CC1=O)C(F)(F)F)C)=O 2-methoxyethyl [(3-{2-cyano-4-fluoro-5-[3-methyl-2,6-dioxo-4-(trifluoromethyl)-3,6-dihydropyrimidin-1(2H)-yl]phenoxy}pyridin-2-yl)oxy]acetate